4-(4-methoxystyryl)pyridine COC1=CC=C(C=CC2=CC=NC=C2)C=C1